C(C)(C)(C)OC(C1=C(C=CC(=C1)C=O)OC(C(C)C)=O)=O 5-formyl-2-(isobutyryloxy)benzoic acid tert-butyl ester